butan-3-ynyl carbamate C(N)(OCCC#C)=O